9,10-bis(4-hexylphenoxy)anthracene rac-tert-butyl-N-[2-[tert-butyl(dimethyl)silyl]oxy-1-(4-nitro-2-pyridyl)ethyl]-N-methyl-carbamate C(C)(C)(C)OC(N(C)[C@@H](CO[Si](C)(C)C(C)(C)C)C1=NC=CC(=C1)[N+](=O)[O-])=O.C(CCCCC)C1=CC=C(OC=2C3=CC=CC=C3C(=C3C=CC=CC23)OC2=CC=C(C=C2)CCCCCC)C=C1 |r|